C(C1=CC=CC=C1)OC1=NC(=CC=C1C=1C=C(C=CC1)N1CC[C@H]2N(CC[C@H]21)C(=O)OC(C)(C)C)OCC2=CC=CC=C2 tert-butyl (3aR,6aR)-4-(3-(2,6-bis(benzyloxy)pyridin-3-yl)phenyl)hexahydropyrrolo[3,2-b]pyrrole-1(2H)-carboxylate